FC=1C=C(C(=C(C1)CO)C)SC [5-fluoro-2-methyl-3-(methylsulfanyl)phenyl]methanol